bis(α-methylbenzyl)phenol CC(C1=CC=CC=C1)C=1C(=C(C=CC1)O)C(C1=CC=CC=C1)C